C(C1=CC=CO1)SCC1=CC=CO1 furFuryl sulfide